1,3-diaminopropylhexamethyldisiloxane NC(CCN)C[Si](O[Si](C)(C)C)(C)C